CN1N=C(C(=N1)C1=CC(=C2CN(C(C2=C1)=O)C=1N=NC(=CC1)OC1C[C@]2(CC[C@@](C1)(N2)C)C)F)C 6-(2,5-dimethyl-2H-1,2,3-triazol-4-yl)-2-(6-(((1R,3s,5S)-1,5-dimethyl-8-azabicyclo[3.2.1]octan-3-yl)oxy)pyridazin-3-yl)-4-fluoroisoindolin-1-one